5-(4-aminophenyl)-7-(1,4-dioxaspiro[4.5]decan-8-yl)pyrrolo[2,1-f][1,2,4]triazin-4-amine NC1=CC=C(C=C1)C=1C=C(N2N=CN=C(C21)N)C2CCC1(OCCO1)CC2